N1C=NC(=C1)C1=C(N=C2N1C=CC=N2)C2=NC(=NN2)C(F)(F)F 5-[3-(1H-imidazol-4-yl)imidazo[1,2-a]pyrimidin-2-yl]-3-(trifluoromethyl)-1H-1,2,4-triazole